C(C)N(C=1C2=C(N=CN1)N(C=C2F)C[C@@H]2[C@H](CN(CC2)CC(=O)N)O)CC2=NC=C(C=C2)C(F)(F)F |o1:14,15| rel-2-((3R,4R)-4-((4-(ethyl((5-(trifluoromethyl)pyridin-2-yl)methyl)amino)-5-fluoro-7H-pyrrolo[2,3-d]pyrimidin-7-yl)methyl)-3-hydroxypiperidin-1-yl)acetamide